ClC1=NC=CC(=N1)C1=CN=C(S1)N 5-(2-chloropyrimidin-4-yl)thiazol-2-amine